Ethyl (S)-3-amino-3-(5-cyclopropyl-3',4,4'-trifluoro-6'-methyl-2'-(6-methylhept-5-en-1-yl)-[1,1'-biphenyl]-3-yl)propanoate hydrochloride Cl.N[C@@H](CC(=O)OCC)C=1C=C(C=C(C1F)C1CC1)C1=C(C(=C(C=C1C)F)F)CCCCC=C(C)C